N-(pyridin-4-ylmethyl)-4-(thieno[3,2-c]pyridin-4-yl)benzamide N1=CC=C(C=C1)CNC(C1=CC=C(C=C1)C1=NC=CC2=C1C=CS2)=O